5-(4-pyridyl)pyridin-2-amine N1=CC=C(C=C1)C=1C=CC(=NC1)N